methyl 2-[3-[4-[3-[3-[7-amino-2-(2-hydroxyphenyl)imidazo[1,2-a]pyrimidin-6-yl]prop-2-ynoxy]cyclobutoxy]-1-piperidyl]isoxazole-5-yl]-3-methyl-butanoate NC1=NC=2N(C=C1C#CCOC1CC(C1)OC1CCN(CC1)C1=NOC(=C1)C(C(=O)OC)C(C)C)C=C(N2)C2=C(C=CC=C2)O